C1=C(C=CC2=CC=CC=C12)N1C(N(C(C2=CC=CC=C12)=O)C=1C=NC=CC1)=O 1-(2-naphthyl)-3-(pyridin-3-yl)quinazoline-2,4(1H,3H)-dione